N(=[N+]=[N-])NC=1C=2N=CN([C@H]3C[C@H](O)[C@@H](CO)O3)C2N=CN1 N6-azido-2'-deoxyadenosine